7-(1,4-diazepan-1-yl)-2-(4-ethyl-6-methylpyrazolo[1,5-a]pyrazin-2-yl)-4H-pyrido[1,2-a]pyrimidin-4-one N1(CCNCCC1)C=1C=CC=2N(C(C=C(N2)C2=NN3C(C(=NC(=C3)C)CC)=C2)=O)C1